FC(C=1C=C(C=CC1)C=1C=CC2=C([C@H]3NCC[C@@H]2C3)C1)(F)F (1S,5R)-8-(3-(Trifluoromethyl)phenyl)-2,3,4,5-tetrahydro-1H-1,5-methanobenzo[c]azepine